C(C)(C)(C)OC(=O)N1CC(CC1)I 1-tert-butoxycarbonyl-3-iodopyrrolidine